BrC1=C(C=CC=C1)C1(CCOCC1)C 4-(2-bromophenyl)-4-methyltetrahydro-2H-pyran